6-[1-(2-Fluoro-6-methyl-phenyl)-piperidin-4-yl]-1-methyl-4-(2-trifluoromethyl-benzyl)-1,4,6,7-tetrahydro-pyrazolo[4,3-d]pyrimidin-5-one FC1=C(C(=CC=C1)C)N1CCC(CC1)N1C(N(C2=C(C1)N(N=C2)C)CC2=C(C=CC=C2)C(F)(F)F)=O